1-methyl-3-((3-(trifluoromethyl)phenyl)amino)-1H-pyrrolo[2,3-c]pyridine-2-Carboxamido(ethyl)benzoic acid CN1C(=C(C=2C1=CN=CC2)NC2=CC(=CC=C2)C(F)(F)F)C(=O)NC=2C(=C(C(=O)O)C=CC2)CC